COC(=O)C1=CC(=C(COC2=CC=CC(=N2)C2CCN(CC2)C(=O)[O-])C=C1)C(F)(F)F 4-(6-((4-(methoxycarbonyl)-2-(trifluoromethyl)benzyl)oxy)pyridin-2-yl)piperidine-1-carboxylate